C(C)OC(=O)C=1C=C(C2=C(SC=C2C)C1)OS(=O)(=O)C(F)(F)F 3-Methyl-4-(trifluoromethylsulfonyloxy)benzo[b]thiophene-6-carboxylic acid ethyl ester